9-Methylidene-12-azatricyclo[6.3.1.02,7]dodeca-2,4,6-triene hydrochloride Cl.C=C1C2C3=CC=CC=C3C(CC1)N2